3-(3-(cyclobutylmethoxy)phenyl)propan-1-amine C1(CCC1)COC=1C=C(C=CC1)CCCN